C1(CC1)S(=O)(=O)C1(CC1)C1=NC(=NC(=C1)N1[C@H](COCC1)C)C1=CC=C(C=C1)NC(=S)NCCO N-[4-[4-[1-(Cyclopropylsulfonyl)cyclopropyl]-6-[(3S)-3-methyl-4-morpholinyl]-2-pyrimidinyl]phenyl]-N'-(2-hydroxyethyl)thiourea